[N+](=O)([O-])C1=CC=C(CN2CCN(CC2)CCCC2OC(C3=CC=CC=C23)=O)C=C1 3-(3-(4-(4-nitrobenzyl)piperazin-1-yl)propyl)-1(3H)-isobenzofuranone